(1R,2R)-2-fluorocyclopropan-1-amine hydrochloride Cl.F[C@H]1[C@@H](C1)N